FC1=CN=CC2=C1N=C(N=C2N2[C@@H]1[C@H]([C@@H]1COCC2)F)OC[C@@H]2N(CCC2)C 8-fluoro-4-((1S,7S,8S)-8-fluoro-5-oxa-2-azabicyclo[5.1.0]octan-2-yl)-2-(((R)-1-methylpyrrolidin-2-yl)methoxy)pyrido[4,3-d]pyrimidin